FC(C=1C(=C(C=CC1)[C@@H](C)NC1=NN=C(C=2C1=CN(C(C2)=O)C2(CC2)C(F)(F)F)C)F)F (R)-4-((1-(3-(difluoromethyl)-2-fluorophenyl)ethyl)amino)-1-methyl-6-(1-(trifluoromethyl)cyclopropyl)pyrido[3,4-d]pyridazin-7(6H)-one